N-allyl-4-methyl-N-(2-(1-(m-tolyl)vinyl)phenyl)benzenesulfonamide C(C=C)N(S(=O)(=O)C1=CC=C(C=C1)C)C1=C(C=CC=C1)C(=C)C=1C=C(C=CC1)C